C1(CC1)C=1C=C(OC2=C(C(N(N=C2)C)=O)C(=O)NCC(F)C2=C(C=C(C=C2)Cl)Cl)C=CC1 5-(3-cyclopropylphenoxy)-N-[2-(2,4-dichlorophenyl)-2-fluoro-ethyl]-2-methyl-3-oxo-pyridazine-4-carboxamide